C(\C=C\C(=O)O)(=O)O.C(CC)(=O)C1=C(C=CC=C1)O propionylphenol fumarate